C(=O)C1=CC(=C(N=N1)OC)C1=CC(=NC=C1C(=O)OC)C methyl 4-(6-formyl-3-methoxypyridazin-4-yl)-6-methylnicotinate